aminobiphenyl-4-boronic acid NC1=C(C=CC(=C1)B(O)O)C1=CC=CC=C1